5-chloro-N-[(2S)-1-({(1S)-1-cyano-2-[(3S)-2-oxopyrrolidin-3-yl]ethyl}amino)-4-methyl-1-oxopentan-2-yl]-3-methyl-1H-indole-2-carboxamide ClC=1C=C2C(=C(NC2=CC1)C(=O)N[C@H](C(=O)N[C@@H](C[C@H]1C(NCC1)=O)C#N)CC(C)C)C